FC(CNC=1N=CC2=C(N1)NC=C2C=2C=NC(=NC2)OC)(C)C N-(2-Fluoro-2-methylpropyl)-5-(2-methoxypyrimidin-5-yl)-7H-pyrrolo[2,3-d]pyrimidin-2-amine